(3-(bromomethyl)-5-methoxybenzyl)phosphonic acid dimethyl ester COP(OC)(=O)CC1=CC(=CC(=C1)OC)CBr